N-[2-(2-hydroxyethoxy)ethyl]-C-[2-(2,4,6-trichlorophenylamino)phenyl]-methanesulfonamide OCCOCCNS(=O)(=O)CC1=C(C=CC=C1)NC1=C(C=C(C=C1Cl)Cl)Cl